3-methyl-N-[2-oxo-2-(2,2,2-trifluoroethyl-amino)ethyl]-5-[(5S)-5-(3,4,5-trichlorophenyl)-5-(trifluoromethyl)-4H-1,2-oxazol-3-yl]thiophene-2-carboxamide CC1=C(SC(=C1)C1=NO[C@](C1)(C(F)(F)F)C1=CC(=C(C(=C1)Cl)Cl)Cl)C(=O)NCC(NCC(F)(F)F)=O